4-methyl-deoxycytidine CC1(NC(N([C@H]2C[C@H](O)[C@@H](CO)O2)C=C1)=O)N